(E)-3-(2,4,7-trimethyl-1-oxooctan-2,6-dien-4-yl)benzonitrile C/C(/C=O)=C\C(CC=C(C)C)(C)C=1C=C(C#N)C=CC1